[Br-].C(CC)NN1CN(C=C1)CCCC (1-propylamino-3-butylimidazole) bromide